FC1=C(C(=CC=C1)[N+](=O)[O-])N(S(=O)(=O)C)C N-(2-fluoro-6-nitrophenyl)-N-methylmethanesulfonamide